O6-[2-[[2-(1-adamantyl)acetyl]oxymethyl]-2-(4-hydroxydecanoyloxymethyl)-3-[6-[(Z)-non-3-enoxy]-6-oxohexanoyl]oxy-propyl] O1-[(Z)-non-3-enyl] hexanedioate C(CCCCC(=O)OCC(COC(CCCCC(=O)OCC\C=C/CCCCC)=O)(COC(CCC(CCCCCC)O)=O)COC(CC12CC3CC(CC(C1)C3)C2)=O)(=O)OCC\C=C/CCCCC